C[C@@H](CC(=O)NC[C@]12C[C@H](N([C@@H]2C1)C(=O)OC(C)(C)C)C(NC1=NC(=CC=C1C)C(F)(F)F)=O)CCC=C(C)C (1R,3S,5R)-tert-Butyl 5-(((R)-3,7-dimethyloct-6-enamido) methyl)-3-(3-methyl-6-(trifluoromethyl) pyridin-2-ylcarbamoyl)-2-azabicyclo[3.1.0]hexane-2-carboxylate